BrCC1=CC=C(C=C1)C1=NC=C(C=C1)C1CC1 2-[4-(bromomethyl)phenyl]-5-cyclopropyl-pyridine